O=CCCCC(C(CCC=O)=O)=O 1,5-dioxononane-6,9-dione